FC1(CCC12CCC2)F 3,3-difluorospiro[3.3]heptane